C(C)N1N=CC=C1C(=O)N[C@@H](C1CCC(CC1)C)C=1N=C2N(N=C(C(=N2)C(C)C)C[C@@H]2C(NC[C@@H](C2)C(F)(F)F)=O)C1 1-ethyl-N-((1S)-(3-isopropyl-2-(((3R,5R)-2-oxo-5-(trifluoromethyl)piperidin-3-yl)methyl)imidazo[1,2-b][1,2,4]triazin-6-yl)((1r,4S)-4-methylcyclohexyl)methyl)-1H-pyrazole-5-carboxamide